Tris((1E,4E)-1,5-diphenylpenta-1,4-diene-3-one) dipalladium [Pd].[Pd].C1(=CC=CC=C1)\C=C\C(\C=C\C1=CC=CC=C1)=O.C1(=CC=CC=C1)\C=C\C(\C=C\C1=CC=CC=C1)=O.C1(=CC=CC=C1)\C=C\C(\C=C\C1=CC=CC=C1)=O